[Li].P1=CC=CC=2C3=CC=CC=C3CC12 phosphafluorene lithium salt